ClC=1C=C(C(=O)NC2=C3C(N(C=NC3=CC=C2)CC2=CC=C(C=C2)F)=O)C=C(C1O)Cl 3,5-dichloro-N-(3-(4-fluorobenzyl)-4-oxo-3,4-dihydroquinazolin-5-yl)-4-hydroxybenzamide